1,3-dihydro-5-amino-3-phenyl-2H-indol-2-one NC=1C=C2C(C(NC2=CC1)=O)C1=CC=CC=C1